O[C@H](COC1=C(C(=O)N)C=CC=C1)C [(2S)-2-hydroxypropoxy]benzamide